C(C)OC([C@H](OCC)OC1=NN(C(=C1Br)C=1C=NC(=CC1)F)C1=C(C=CC=C1)F)=O |r| (2RS)-{[4-bromo-1-(2-fluorophenyl)-5-(6-fluoropyridin-3-yl)-1H-pyrazol-3-yl]oxy}(ethoxy)acetic acid ethyl ester